2-[(3-chloro-2-ethoxyphenyl)amino]-6-(propan-2-yl)pyridine-3-carboxylic acid ClC=1C(=C(C=CC1)NC1=NC(=CC=C1C(=O)O)C(C)C)OCC